3-fluoro-5-(methoxycarbonyl)benzene FC=1C=CC=C(C1)C(=O)OC